(3aR,5s,6aS)-N-(4-(tert-butyl)-6-(2,3,5-trifluorophenyl)pyridazin-3-yl)-2-((tetrahydro-2H-pyran-4-yl)methyl-d2)octahydrocyclopenta[c]pyrrol-5-amine C(C)(C)(C)C1=C(N=NC(=C1)C1=C(C(=CC(=C1)F)F)F)NC1C[C@@H]2[C@@H](CN(C2)C([2H])([2H])C2CCOCC2)C1